COC=1C=CC=2N(C1)N=C(N2)C2=CN=C(C1=CN=C(C=C21)N)NC([2H])([2H])[2H] 4-(6-methoxy-[1,2,4]triazolo[1,5-a]pyridin-2-yl)-N1-(methyl-d3)-2,7-naphthyridin-1,6-diamine